uridine disodium salt [Na].[Na].[C@@H]1([C@H](O)[C@H](O)[C@@H](CO)O1)N1C(=O)NC(=O)C=C1